5-[4-[(pyridin-3-yl)carbonylamino]phenyl]-1H-naphtho[1,2-b][1,4]diazepine-2,4(3H,5H)-dione hydrochloric acid salt Cl.N1=CC(=CC=C1)C(=O)NC1=CC=C(C=C1)N1C2=C(NC(CC1=O)=O)C1=CC=CC=C1C=C2